4,4'-((1,2,3,3,4,4-hexafluorocyclobutane-1,2-diyl)bis(oxy))bisphenol FC1(C(C(C1(F)F)(F)F)(F)OC1=CC=C(C=C1)O)OC1=CC=C(C=C1)O